5-methyl-1-(1-(4-(4-methylpiperazin-1-yl)benzyl)-1H-indol-5-yl)-1H-pyrazole-3-carboxamide CC1=CC(=NN1C=1C=C2C=CN(C2=CC1)CC1=CC=C(C=C1)N1CCN(CC1)C)C(=O)N